(6-{3-Ethoxy-4-[(2-methoxy-ethylamino)-methyl]-phenyl}-pyrimidin-4-yl)-[2-(7-fluoro-4-methoxy-2-methyl-indol-1-yl)-ethyl]-amine C(C)OC=1C=C(C=CC1CNCCOC)C1=CC(=NC=N1)NCCN1C(=CC2=C(C=CC(=C12)F)OC)C